5,4'-dihydroxy-7,3'-dimethoxyflavanone OC1=C2C(CC(OC2=CC(=C1)OC)C1=CC(=C(C=C1)O)OC)=O